4-cyclopropyl-7-(2-((2-cyclopropyl-4-((3S,5S)-3,5-dimethylpiperazin-1-yl)phenyl)amino)-5-(trifluoromethyl)pyrimidin-4-yl)-3,4-dihydrothieno[2,3-f][1,4]thiazepin-5(2H)-one 1,1-dioxide C1(CC1)N1CCS(C2=C(C1=O)SC(=C2)C2=NC(=NC=C2C(F)(F)F)NC2=C(C=C(C=C2)N2C[C@@H](N[C@H](C2)C)C)C2CC2)(=O)=O